(1R,3S)-3-(5-amino-2H-pyrazol-3-yl)cyclopentyl pyrrolidine-1-carboxylate N1(CCCC1)C(=O)O[C@H]1C[C@H](CC1)C=1NN=C(C1)N